2-(2,6-dioxopiperidin-3-yl)-4-(2-fluoro-4-((3-(2-oxopyrrolidin-1-yl)azetidin-1-yl)methyl)benzylamino)isoindoline-1,3-dione O=C1NC(CCC1N1C(C2=CC=CC(=C2C1=O)NCC1=C(C=C(C=C1)CN1CC(C1)N1C(CCC1)=O)F)=O)=O